C[C@@H]1CN(C[C@H]2N1CCN(C2)CC2=CC=C1CCNCC1=C2)C2=C1C=CC=NC1=C(C=C2)C#N 5-[(4R,9aS)-4-methyl-8-(1,2,3,4-tetrahydroisoquinolin-7-ylmethyl)-3,4,6,7,9,9a-hexahydro-1H-pyrazino[1,2-a]pyrazin-2-yl]quinoline-8-carbonitrile